C[C@@H]1N(C[C@H](NC1)C)C=1C=2N=C(N(C2N(C(N1)=O)C)CCC)CC#N 2-(6-((2S,5R)-2,5-dimethylpiperazin-1-yl)-3-methyl-2-oxo-9-propyl-3,9-dihydro-2H-purin-8-yl)acetonitrile